ethoxyether sulphate S(=O)(=O)(O)O.C(C)OOOCC